cis-(1S,2R)-2-formyl-N-[3-(2-methoxyphenyl)-1-[[2-(trimethylsilyl)ethoxy]methyl]pyrrolo[2,3-b]pyridin-6-yl]cyclopropane-1-carboxamide C(=O)[C@H]1[C@H](C1)C(=O)NC1=CC=C2C(=N1)N(C=C2C2=C(C=CC=C2)OC)COCC[Si](C)(C)C